BrC1=CC=C2CCC(C2=C1)=O 6-bromo-2,3-dihydro-1H-indene-1-one